1,3-Diallyl-3,7-dihydro-purine-2,6-dione C(C=C)N1C(N(C=2N=CNC2C1=O)CC=C)=O